methyl (2R,3R)-2-[(tert-butoxycarbonyl)amino]-3-hydroxybutanoate C(C)(C)(C)OC(=O)N[C@@H](C(=O)OC)[C@@H](C)O